N'-(3-bromobenzyl)-2-(tetrahydro-2H-pyran-2-yl)-acetohydrazide BrC=1C=C(CNNC(CC2OCCCC2)=O)C=CC1